C(C1=CC=CC=C1)OC1=NC(=CC=C1C1=CC(=C(C=C1)N1CCC(CC1)(O)CC(=O)OC(C)(C)C)F)OCC1=CC=CC=C1 tert-butyl 2-[1-[4-(2,6-dibenzyloxy-3-pyridyl)-2-fluoro-phenyl]-4-hydroxy-4-piperidyl]acetate